(4R)-4-[3-[7-[[6-(Difluoro-methoxy)-3-pyridyl]methyl]-2-azaspiro[3.5]nonan-2-yl]-3-oxo-propyl]oxazolidin-2-one FC(OC1=CC=C(C=N1)CC1CCC2(CN(C2)C(CC[C@H]2NC(OC2)=O)=O)CC1)F